Tert-Butyl Methyl(2-methyl-2-(5-(2-((4-(trifluoromethyl)phenyl)amino)phenyl)-1,3,4-oxadiazol-2-yl)propyl)carbamate CN(C(OC(C)(C)C)=O)CC(C)(C=1OC(=NN1)C1=C(C=CC=C1)NC1=CC=C(C=C1)C(F)(F)F)C